[N+](#N)/C(=C(\C)/[O-])/P(=O)(OC)OC (Z)-1-diazonio-1-dimethoxyphosphoryl-prop-1-en-2-olate